CC1=C(C(=O)OC)C=CC(=C1)C1=NC2=CC=CC=C2C=C1 methyl 2-methyl-4-(quinolin-2-yl)benzoate